(R)-N-((R)-3-(1,3-dioxane-2-yl)-1-(5-fluoro-2-methoxyphenyl)propyl)-2-methylpropan-2-sulfinamide O1C(OCCC1)CC[C@H](C1=C(C=CC(=C1)F)OC)N[S@](=O)C(C)(C)C